NC1=C2C(=NC=N1)N(N=C2C2=NOC(=C2C2=NC=C(C=N2)C2CCN(CC2)C(=O)NCC(=O)OC(C)(C)C)C2CC2)C(C)C tert-butyl 2-[[4-[2-[3-(4-amino-1-isopropyl-pyrazolo[3,4-d]pyrimidin-3-yl)-5-cyclopropyl-isoxazol-4-yl] pyrimidin-5-yl]piperidine-1-carbonyl]amino]acetate